IC=1C=NN(C1)C1OCCCC1 4-iodo-1-tetrahydropyran-2-yl-pyrazole